3-(2-bromo-3-chloroanilino)-2-[3-(2-methoxy-2-methylpropoxy)pyridin-4-yl]-1,5,6,7-tetrahydro-4H-pyrrolo[3,2-c]pyridin-4-one BrC1=C(NC2=C(NC3=C2C(NCC3)=O)C3=C(C=NC=C3)OCC(C)(C)OC)C=CC=C1Cl